(S)-4-(4-(2-(5-amino-8-(furan-2-yl)-2-oxothiazolo[5,4-e][1,2,4]triazolo[1,5-c]pyrimidin-3(2H)-yl)ethyl)piperazin-1-yl)-3-fluoro-N-(2-(methyl-sulfinyl)ethyl)benzamide NC1=NC2=C(C=3N1N=C(N3)C=3OC=CC3)SC(N2CCN2CCN(CC2)C2=C(C=C(C(=O)NCC[S@@](=O)C)C=C2)F)=O